3-[(3-chloro-2-methoxyphenyl)amino]-2-{2-[(2-methoxypyrimidin-4-yl)amino]pyridin-4-yl}-5H,6H,7H-pyrazolo[1,5-a]pyrazin-4-one ClC=1C(=C(C=CC1)NC=1C(=NN2C1C(NCC2)=O)C2=CC(=NC=C2)NC2=NC(=NC=C2)OC)OC